FC(C(C(CC)(F)F)(F)F)(F)OC(C)COC(C)COC(C)COC(C)COC(C)COC(C)COC(C(C(CC)(F)F)(F)F)(F)F hexapropyleneglycol bis(1,1,2,2,3,3-hexafluoropentyl) ether